tert-butyl 3-(8-fluoro-1-oxo-1,2-dihydropyrrolo[1,2-a]pyrazin-3-yl)pyrrolidine-1-carboxylate FC=1C=CN2C1C(NC(=C2)C2CN(CC2)C(=O)OC(C)(C)C)=O